[(2R,3S)-7-(6-tert-butyl-5-methyl-pyrrolo[2,3-b]pyrazin-3-yl)-3-cyclobutyl-azepan-2-yl]methanol C(C)(C)(C)C1=CC=2C(=NC(=CN2)C2CCC[C@H]([C@@H](N2)CO)C2CCC2)N1C